Cl.C[C@H](C#C)N (R)-but-3-yn-2-amine hydrochloride